4,4-difluoro-N-(1-((3-fluorobenzyl)sulfonyl)-1,2,3,4-tetrahydroquinolin-7-yl)benzenesulfonamide FC1(CC=C(C=C1)S(=O)(=O)NC1=CC=C2CCCN(C2=C1)S(=O)(=O)CC1=CC(=CC=C1)F)F